dipalmitoyloxypropionamide C(CCCCCCCCCCCCCCC)(=O)OC(C(=O)N)(C)OC(CCCCCCCCCCCCCCC)=O